N1=CC(=CC=C1)CN(CC=1C=NC=CC1)CC=1NC(C2=C(N1)C=C(S2)C=2C=NNC2C)=O 2-{[bis(pyridin-3-ylmethyl)amino]methyl}-6-(5-methyl-1H-pyrazol-4-yl)thieno[3,2-d]pyrimidin-4(3H)-one